6-((5-(2-(dimethylamino)acetamido)pyridin-3-yl)methyl)-N-(3-(trifluoromethyl)phenyl)-4,5,6,7-tetrahydrothieno[2,3-c]pyridine-3-carboxamide CN(CC(=O)NC=1C=C(C=NC1)CN1CC2=C(CC1)C(=CS2)C(=O)NC2=CC(=CC=C2)C(F)(F)F)C